FC=1C=2N(C(=CC1)N1CCC3(C(N4[C@H](O3)CC[C@H]4C4=CC=CC=C4)=O)CC1)N=CN2 (5'S,7a'R)-1-(8-fluoro[1,2,4]triazolo[1,5-a]pyridin-5-yl)-5'-phenyltetrahydro-3'H-spiro[piperidine-4,2'-pyrrolo[2,1-b][1,3]oxazol]-3'-one